2-((3-(4-amino-3-methylphenoxy)benzyl)oxy)benzonitrile NC1=C(C=C(OC=2C=C(COC3=C(C#N)C=CC=C3)C=CC2)C=C1)C